6'-((6-aminopyrimidin-4-yl)amino)-8'-methyl-2'H-spiro[cyclopentane-1,3'-imidazo[1,5-a]pyridine]-1',5'-dione NC1=CC(=NC=N1)NC1=CC(=C2N(C1=O)C1(NC2=O)CCCC1)C